BrC=1C=CC=2N(C1)N=C(N2)C2=CC=C(C=C2)C(=O)OC 6-bromo-2-(4-(methoxycarbonyl)phenyl)-[1,2,4]triazolo[1,5-a]pyridine